(R)-8-(Benzyl(methyl)amino)-4-((1-(3-(difluoromethyl)-2-fluorophenyl)ethyl)amino)-6-(1-(fluoromethyl)cyclopropyl)-2-methylpyrido[4,3-d]pyrimidine-7(6H)-one C(C1=CC=CC=C1)N(C=1C(N(C=C2C1N=C(N=C2N[C@H](C)C2=C(C(=CC=C2)C(F)F)F)C)C2(CC2)CF)=O)C